FC1=CC(=C(C=C1C=1C=NC(=NC1)N1CCOCC1)NC(=O)C1=NNC(=C1)C(F)(F)F)N1C[C@H](N([C@H](C1)C)C)C |r| N-[4-fluoro-5-(2-morpholin-4-ylpyrimidin-5-yl)-2-[rac-(3R,5S)-3,4,5-trimethylpiperazin-1-yl]phenyl]-5-(trifluoromethyl)-1H-pyrazole-3-carboxamide